C1(=CC=CC=C1)OS(=O)(=O)C1=CC=C(C=C1)[N+](=O)[O-] phenyl-4-nitrobenzenesulfonate